C(CCCCCCC\C=C/CCCCCCCC)(=O)[O-].C(CCCCCCC\C=C/CCCCCCCC)(=O)[O-].C(C(C)C)[Al+2] isobutylaluminum bis(oleate)